N1(C=NC=C1)C(=S)S 1H-Imidazole-1-carbodithioic acid